C1(CC1)C1=CC=CC(=N1)N1N(C(=C(C1=O)NC(C1=CC=C(C=C1)OC(F)F)=O)C1=C(C=C(C=C1F)OC)F)C N-[2-(6-cyclopropylpyridin-2-yl)-5-(2,6-difluoro-4-methoxyphenyl)-1-methyl-3-oxo-2,3-dihydro-1H-pyrazol-4-yl]-4-(difluoromethoxy)benzamide